BrC=1C(C(=C2N(C(=CC(N2)=O)C)C1)Br)=O 7,9-dibromo-4-methyl-2H-pyrido[1,2-a]pyrimidin-2,8(1H)-dione